1-bromo-2-(difluoromethyl)-3-ethoxy-4-methoxybenzene BrC1=C(C(=C(C=C1)OC)OCC)C(F)F